NC=1C=CC(=C(C(=O)N[C@H](C)C2=CC(=CC=C2)C=2SC(=CC2)CN)C1)C (R)-5-amino-N-(1-(3-(5-(aminomethyl)thiophen-2-yl)phenyl)ethyl)-2-methylbenzamide